[2H]C(N1N=NC(=C1)C1=CC2=C(N=C(S2)N)C=C1)(C1=CC=C(C=C1)C=1OC(=NN1)C(F)F)[2H] 6-[1-[Dideuterio-[4-[5-(difluoromethyl)-1,3,4-oxadiazol-2-yl]phenyl]methyl]triazol-4-yl]-1,3-benzothiazol-2-amine